gold sodium thioglucose S=C[C@H](O)[C@@H](O)[C@H](O)[C@H](O)CO.[Na].[Au]